FC1=C(C=CC(=C1)F)S(=O)(=O)NC=1C(=NC=C(C1)C=1C=NC2=NC=CC(=C2C1)N1CCN(CC1)C(\C=C\C(C)=O)=O)OC (E)-2,4-Difluoro-N-(2-methoxy-5-(5-(4-(4-oxopent-2-enoyl)piperazin-1-yl)-1,8-naphthyridine-3-yl)pyridin-3-yl)benzenesulfonamide